N(=[N+]=[N-])CCCCCO 5-azidopentane-1-ol